NC1=NC=2C=CC(=CC2C2=C1COC2)C(=O)N(C)[C@@H]2COC1=C2C=CC(=C1)C1CC1 4-amino-N-((3S)-6-cyclopropyl-2,3-dihydro-1-benzofuran-3-yl)-N-methyl-1,3-dihydrofuro[3,4-c]quinoline-8-carboxamide